CN([C@@H](CN1C=CC2=CC(=CC=C12)S(F)(F)(F)(F)F)C)C (2R)-N,N-dimethyl-1-[5-(pentafluoro-λ6-sulfanyl)indol-1-yl]propan-2-amine